C(C)N1C2=C([C@@H]([C@@H](C1=O)NC(C1=CC(=CC=C1)C(F)(F)F)=O)C1=CC=C(C=C1)F)C(=NN2C2=CC=CC=C2)CN2CCN(CC2)CC(F)(F)F N-[(4S,5S)-7-ethyl-4-(4-fluorophenyl)-6-oxo-1-phenyl-3-{[4-(2,2,2-trifluoroethyl)piperazin-1-yl]methyl}-1H,4H,5H,6H,7H-pyrazolo[3,4-b]pyridin-5-yl]-3-(trifluoromethyl)benzamide